(di-n-eicosylaminomethyl)triazole methyl-(3S,6S,9aR)-6-((tert-butoxycarbonyl)amino)-5-oxo-2,3,5,6,9,9a-hexahydro-1H-pyrrolo[1,2-a]azepine-3-carboxylate COC(=O)[C@@H]1CC[C@H]2N1C([C@H](C=CC2)NC(=O)OC(C)(C)C)=O.C(CCCCCCCCCCCCCCCCCCC)N(CCCCCCCCCCCCCCCCCCCC)CC=2N=NNC2